(1S,2R)-N-((5-chloro-6-((3-methylisoxazol-5-yl)methoxy)-1H-indol-2-yl)methyl)-2-fluorocyclopropane-1-carboxamide ClC=1C=C2C=C(NC2=CC1OCC1=CC(=NO1)C)CNC(=O)[C@H]1[C@@H](C1)F